Br.Br.N1(C=NC=C1)C(=O)C1=CC=C(C=C1)I (1H-imidazol-1-yl)(4-iodophenyl)methanone 2HBr